methyl 2-(4-ethyl-3-iodo-phenyl)-2-methyl-propionate C(C)C1=C(C=C(C=C1)C(C(=O)OC)(C)C)I